BrC1=CC=C2C(=N1)N(C=C2)S(=O)(=O)C2=CC=CC=C2 6-bromo-1-(phenylsulfonyl)-1H-pyrrolo[2,3-b]pyridine